CC(CS(=O)(=O)O)(C)NC=C 2-methyl-2-(vinyl-amino)-1-propanesulfonic acid